allyl-pinacol C(C=C)CC(O)(C)C(C)(C)O